OC1=CC=2C(C3=CC=CC=C3SC2C(=C1C)C)=O 2-hydroxy-3,4-dimethyl-9H-thioxanthone